C1(CC1)C=1N=CN(C1)C=1C(=CC(=C(C1)CO)F)C(F)(F)F (5-(4-cyclopropyl-1H-imidazol-1-yl)-2-fluoro-4-(trifluoromethyl)phenyl)methanol